C1(CC1)C1=NC=NC(=C1C1=NC=C(C(=N1)OCC1=CC=C(C=C1)C=1N(C=C(N1)C(F)(F)F)C)CC#N)OC 2-[2-(4-cyclopropyl-6-methoxy-pyrimidin-5-yl)-4-[[4-[1-methyl-4-(trifluoromethyl)imidazol-2-yl]phenyl]methoxy]pyrimidin-5-yl]acetonitrile